FC1(CCN(CC1)C1=NC(=CC(=N1)C=1C=NN(C1)C1=C(C=C(C=C1)NS(=O)(=O)C1(CC1)CO)N1CCC2(CC2)CC1)C)F N-(4-(4-(2-(4,4-Difluoropiperidin-1-yl)-6-methylpyrimidin-4-yl)-1H-pyrazol-1-yl)-3-(6-azaspiro[2.5]octan-6-yl)phenyl)-1-(hydroxymethyl)cyclopropane-1-sulfonamide